(R)-2-(7-(5-chloro-2-((tetrahydro-2H-pyran-4-yl)amino)pyrimidin-4-yl)-1-oxopyrrolo[1,2-a]pyrazin-2(1H)-yl)-N-((S)-2-hydroxy-1-(m-tolyl)ethyl)propionamide ClC=1C(=NC(=NC1)NC1CCOCC1)C=1C=C2N(C=CN(C2=O)[C@@H](C(=O)N[C@H](CO)C=2C=C(C=CC2)C)C)C1